CC1(CN2C(OC1)=C(C=N2)S(=O)(N)=N)C 6,6-dimethyl-6,7-dihydro-5H-pyrazolo[5,1-b][1,3]oxazine-3-sulfonimidamide